C(C)(C)N(CCCCC(CCCCCCO)(CCCCCCO)O)C(C)C 7-(4-(diisopropylamino)butyl)tridecane-1,7,13-triol